C(CCC)N1C(N(C(C(C1=O)=C(N)N)=O)C1CCC2(CC3(C(N(C(N3)=O)COCC[Si](C)(C)C)=O)C2)CC1)=S 10-(3-Butyl-5-(diaminomethylene)-4,6-dioxo-2-thioxotetrahydropyrimidin-1(2H)-yl)-3-((2-(trimethylsilyl)ethoxy)methyl)-1,3-diazadispiro[4.1.57.15]tridecane-2,4-dione